5-((2-(((3-(((2-Chloro-[1,1'-biphenyl]-4-yl)methyl)amino)cyclobutyl)methyl)amino)ethyl)amino)benzo[c][2,6]naphthyridine-8-carboxamide ClC1=C(C=CC(=C1)CNC1CC(C1)CNCCNC1=NC2=C(C3=CN=CC=C13)C=CC(=C2)C(=O)N)C2=CC=CC=C2